C(C1=CC=C(N(CC2OC2)CC2OC2)C=C1)C1=CC=C(N(CC2OC2)CC2OC2)C=C1 4,4'-Methylenebis(N,N-bis(oxiranylmethyl)aniline)